2-{4-[benzyl(methyl)amino]butyl}-6-methyl-4-phenyl-2,3-dihydropyridazin-3-one C(C1=CC=CC=C1)N(CCCCN1N=C(C=C(C1=O)C1=CC=CC=C1)C)C